BrC1=CC=C(C=N1)C(C#N)CCS(=O)(=O)C 2-(6-bromopyridin-3-yl)-4-(methylsulfonyl)butanenitrile